ClC1=NC(=NC(=N1)C1=C(C=CC=C1)Cl)C1=C(C=CC=C1)Cl 2-chloro-4,6-bis(2-chlorophenyl)-1,3,5-triazine